(4Z)-2-(Cyclohexylamino)-4-[(1-methylindazol-5-yl)methylene]-1H-imidazol-5-one C1(CCCCC1)NC=1NC(/C(/N1)=C/C=1C=C2C=NN(C2=CC1)C)=O